2-((1-((2,4-Dichloro-5-isopropoxyphenyl)amino)-1-oxopropan-2-yl)oxy)-propionic acid ClC1=C(C=C(C(=C1)Cl)OC(C)C)NC(C(C)OC(C(=O)O)C)=O